4-((3-(2-chloro-3-phenylanilino)-1-methylpyrazolo[4,5-b]pyridin-6-ylidene)amino)-3-hydroxybutyric acid ClC1=C(NC=2NN(C=3C2N=CC(C3)=NCC(CC(=O)O)O)C)C=CC=C1C1=CC=CC=C1